P(=O)(OCCOC(C(=C)C)=O)(OCCOC(C(=C)C)=O)[O-] bis[2-(methacryloyloxy)ethyl] phosphate